tert-butyl ((S)-(7-((S)-cyclopropyl(2-(3,3-difluorocyclobutyl)acetamido)methyl)imidazo[1,2-a]pyrimidin-2-yl)(4,4-difluorocyclohexyl)methyl)carbamate C1(CC1)[C@@H](C1=NC=2N(C=C1)C=C(N2)[C@H](C2CCC(CC2)(F)F)NC(OC(C)(C)C)=O)NC(CC2CC(C2)(F)F)=O